2'-chloro-N-(5-(((1r,4r)-4-hydroxycyclohexyl)methoxy)-1,3,4-thiadiazol-2-yl)-5'-methoxy-6-methyl-[4,4'-bipyridine]-3-carboxamide ClC1=NC=C(C(=C1)C1=C(C=NC(=C1)C)C(=O)NC=1SC(=NN1)OCC1CCC(CC1)O)OC